ClC1=CC=C(C=C1)C1=CC=2C3=C(C=NC2C=C1)N(C(N3C3=CC(=NC=C3)C(=O)O)=N)C 4-(8-(4-Chlorophenyl)-2-imino-3-methyl-2,3-dihydro-1H-imidazo[4,5-c]quinolin-1-yl)picolinic acid